C(C)(C)(C)C1=CC(=NN1C1CCN(CC1)CC(F)F)NC=1N(C=2C(=NC=C(C2)OC2=CC(=NC=C2)NC(C)=O)N1)C N-(4-((2-((5-(tert-butyl)-1-(1-(2,2-difluoroethyl)piperidin-4-yl)-1H-pyrazol-3-yl)amino)-1-methyl-1H-imidazo[4,5-b]pyridin-6-yl)oxy)pyridin-2-yl)acetamide